COC1=CC=C(CN(C(=O)C2=NN3C(CN(CCC3)C(=O)OC(C)(C)C)=C2)CC2=CC=C(C=C2)OC)C=C1 tert-butyl 2-(bis(4-methoxybenzyl)carbamoyl)-7,8-dihydro-4H-pyrazolo[1,5-a][1,4]diazepine-5(6H)-carboxylate